[Co].[Mg].NC1=C(C(=NN1C(C)C)C1=CC=C(C=C1)C(C(=O)NC1=CC(=NO1)CC(C)(C)C)C)C#N 2-[4-(5-Amino-4-cyano-1-isopropylpyrazol-3-yl)phenyl]-N-[3-(2,2-dimethylpropyl)-1,2-oxazol-5-yl]propionamide Magnesium-cobalt